C1(=CC=CC=C1)O.N12CCCCCC2=NCCC1 1,8-Diazabicyclo(5.4.0)undec-7-ene phenol salt